hexahydropyridin-1-carboxylic acid 2-methylpropan-2-yl ester CC(C)(C)OC(=O)N1CCCCC1